CNCCOCCOCCOCCNC(OC(C)(C)C)=O tert-butyl N-[2-[2-[2-[2-(methylamino)ethoxy]ethoxy]ethoxy]ethyl]carbamate